3-amino-3-({1-[(2,2-dimethylpropionyl)oxy]propan-2-yl}carbamoyl)propionic acid NC(CC(=O)O)C(NC(COC(C(C)(C)C)=O)C)=O